C(C)(=O)OOC1CCN(CC1)C1=NC=C(N=C1)C=1NC=2C(=NC(=CC2N(C)CC2(CCCC2)COC)C2=CC(=NC(=C2)C(F)(F)F)C2CC2)N1 [1-(5-{5-[2-cyclopropyl-6-(trifluoromethyl)pyridin-4-yl]-7-[{[1-(methoxymethyl)cyclopentyl]methyl}(methyl)amino]-1H-imidazo[4,5-b]pyridin-2-yl}pyrazin-2-yl)piperidin-4-yl]oxy acetate